FC=1C=C2NC(C(NC2=C(C1)C(F)(F)F)=NNC(C)=O)(C)C acetic acid (6-fluoro-3,3-dimethyl-8-trifluoromethyl-3,4-dihydro-1H-quinoxalin-2-ylidene)-hydrazide